1-Undecyl-1-ethylpiperidinium fluorid [F-].C(CCCCCCCCCC)[N+]1(CCCCC1)CC